2,4-Dichlorophenylhydrazine ClC1=C(C=CC(=C1)Cl)NN